(2S,3R,E)-2-amino-14-azidotetradec-4-ene-1,3-diol N[C@@H](CO)[C@@H](\C=C\CCCCCCCCCN=[N+]=[N-])O